C(C)(CC)C1C(NC2=C(CN1C(=O)NC)C(=CC=C2)F)=O 3-(sec-butyl)-6-fluoro-N-methyl-2-oxo-1,2,3,5-tetrahydro-4H-benzo[1,4]diazepine-4-carboxamide